iron-nickel-chromium-molybdenum-silicon carbon [C].[Si].[Mo].[Cr].[Ni].[Fe]